6-(((tert-butyldimethylsilyl)oxy)methyl)pyridin-3-amine [Si](C)(C)(C(C)(C)C)OCC1=CC=C(C=N1)N